NC1(CCCC1)C=1C=C(C=NC1)N 5-(1-aminocyclopentyl)pyridin-3-amine